6,7-dimethyl-pteridine CC=1N=C2C=NC=NC2=NC1C